1-deoxy-1-[6-[[(3-iodophenyl)methyl]amino]-9H-purin-9-yl]-N-methyl-β-D-ribofuranuronamide IC=1C=C(C=CC1)CNC1=C2N=CN(C2=NC=N1)[C@H]1[C@H](O)[C@H](O)[C@H](O1)C(=O)NC